O1CNC2(C1)C1C(C1CC2)C(=O)O spiro[bicyclo[3.1.0]hexane-2,4'-[1,3]oxazolidine]-6-carboxylic acid